C(C)(C)(C)OC(=O)[C@@](C(=O)O)(CCCCC(=O)OC(C)(C)C)N (S)-2,6-di-tert-butyloxycarbonyl-aminocaproic acid